(6s,7s)-6-(3-bromo-2,5-difluorobenzyl)-7-((difluoromethyl)sulfonylamino)-5-azaspiro[2.4]heptane-5-carboxylic acid tert-butyl ester C(C)(C)(C)OC(=O)N1CC2(CC2)[C@@H]([C@@H]1CC1=C(C(=CC(=C1)F)Br)F)NS(=O)(=O)C(F)F